S1C=NC2=C1C(=CC=C2)SCC2=C(C(=O)OCC)C=CC(=C2F)F Ethyl 2-((benzothiazol-7-ylthio) methyl)-3,4-difluorobenzoate